COC1=CC=C(C=C1)C1CCC(CC1)CCC 1-methoxy-4-(4-propylcyclohexyl)benzene